ClC1=C2C=CC(=C(C2=CC=C1)OB(O)O)OC (5-chloro-2-methoxynaphthalen-1-yl)boric acid